2-((2R,3S,4S,5S,6R)-6-(4-aminophenoxy)-3,4,5-trihydroxytetrahydro-2H-pyran-2-yl)ethane-1-sulfonic acid NC1=CC=C(O[C@@H]2[C@H]([C@H]([C@@H]([C@H](O2)CCS(=O)(=O)O)O)O)O)C=C1